2-{5-[(1R)-1-methoxyethyl]-1,3,4-oxadiazol-2-yl}-5-[4-(trifluoromethoxy)benzene-1-sulfonyl]pyridin-3-amine CO[C@H](C)C1=NN=C(O1)C1=NC=C(C=C1N)S(=O)(=O)C1=CC=C(C=C1)OC(F)(F)F